4-t-butoxyphenyl-methyl alcohol C(C)(C)(C)OC1=CC=C(C=C1)CO